O=C1NN=C(C2=CC=CC=C12)CC=1C=CC(=C(C1)C1=CC2=C(NC(=N2)NC(OC)=O)C=C1)OC(F)(F)F Methyl (5-(5-((4-oxo-3,4-dihydrophthalazin-1-yl)methyl)-2-(trifluoromethoxy)phenyl)-1H-benzoimidazol-2-yl)carbamate